Cl.Cl.FC1=C(C=CC=C1)N1C(=NN=C1C1=NC=CN=C1)C1CC(C1)N (1S,3r)-3-(4-(2-fluorophenyl)-5-(pyrazin-2-yl)-4H-1,2,4-triazol-3-yl)cyclobutan-1-amine dihydrochloride